disodium {[(2R,5R)-5-(6-amino-2-fluoropurin-9-yl)-4-fluoro-2,5-dihydrofuran-2-yl] oxy} methylphosphonate CP(OO[C@H]1O[C@H](C(=C1)F)N1C2=NC(=NC(=C2N=C1)N)F)([O-])=O.[Na+].[Na+].NC1=C2N=CN(C2=NC(=N1)F)[C@H]1C(=C[C@H](O1)OOP([O-])(=O)C)F